BrC1=NN(C2=CC(=CC=C12)F)C1(CN(CC1)C(=O)OC(C)(C)C)CO tert-butyl 3-(3-bromo-6-fluoro-indazol-1-yl)-3-(hydroxymethyl)pyrrolidine-1-carboxylate